C1(=CC=CC=C1)C=CC(=O)OCC=CC1=CC=CC=C1 phenylprop-2-enyl 3-phenylprop-2-enoate